ethyl 3-(4-chlorophenyl)-3-((diphenylmethylene) amino)-3-phenylpropionate ClC1=CC=C(C=C1)C(CC(=O)OCC)(C1=CC=CC=C1)N=C(C1=CC=CC=C1)C1=CC=CC=C1